FC=1C=C(C=CC1)C1=CC=C(C=C1)C=O 3'-fluorobiphenyl-4-carbaldehyde